2-(2-(2-(difluoromethoxy)-7-methylquinoxalin-5-yl)benzo[d]thiazol-7-yloxy)ethanol FC(OC1=NC2=CC(=CC(=C2N=C1)C=1SC2=C(N1)C=CC=C2OCCO)C)F